N-(3-chloro-2-(4-chlorophenyl)-7-(1-methyl-1H-imidazol-4-yl)-1H-indol-5-yl)acrylamide ClC1=C(NC2=C(C=C(C=C12)NC(C=C)=O)C=1N=CN(C1)C)C1=CC=C(C=C1)Cl